N-(3-bromophenyl)-3,3-dimethylacrylamide BrC=1C=C(C=CC1)NC(C=C(C)C)=O